[Ge]=[Te].[In] indium germanium telluride